C(#N)C=1C=C(C=NC1N1N=CC=N1)NC(=O)C=1C=NN(C1C(F)(F)F)C1=CC=C(C2=CC=CC=C12)F N-(5-cyano-6-(2H-1,2,3-triazol-2-yl)pyridin-3-yl)-1-(4-fluoronaphthalen-1-yl)-5-(trifluoromethyl)-1H-pyrazole-4-carboxamide